CC1C(C1C(=O)O)C cis-dimethylcyclopropane-1-carboxylic acid